FC=1C(=NC(=NC1)N)C1=CC(=C2C=NN(C2=C1)C(C)C)F 5-fluoro-4-(4-fluoro-1-isopropyl-1H-indazol-6-yl)pyrimidin-2-amine